FC=1C=C(C=C(C1C=C)F)C1=CC(=C(C=C1)[C@H]([C@H]1O[C@@H]([C@H]([C@@H]([C@@H]1O)O)O)CO)O)C (2R,3S,4S,5S,6R)-2-((R)-(3',5'-difluoro-3-methyl-4'-vinyl-[1,1'-biphenyl]-4-yl)(hydroxy)methyl)-6-(hydroxymethyl)tetrahydro-2H-pyran-3,4,5-triol